3-Mercapto-3-methyl-butan-1-ol titanium aluminum lithium aluminum phosphate P(=O)([O-])([O-])[O-].[Al+3].[Li+].[Al+3].[Ti+4].SC(CCO)(C)C